(2S,3R)-benzyl 5,5-difluoro-2-(((3-fluoro-5-(trifluoromethyl)pyridin-2-yl)amino)methyl)-3-methylpiperidine-1-carboxylate FC1(C[C@H]([C@H](N(C1)C(=O)OCC1=CC=CC=C1)CNC1=NC=C(C=C1F)C(F)(F)F)C)F